2-methyl-1-(5-(2-(((3R,4S)-3-methyl-1-((1-methyl-1H-imidazol-4-yl)sulfonyl)piperidin-4-yl)amino)-5-(trifluoromethyl)pyrimidin-4-yl)thiazol-2-yl)propan-2-ol CC(CC=1SC(=CN1)C1=NC(=NC=C1C(F)(F)F)N[C@@H]1[C@@H](CN(CC1)S(=O)(=O)C=1N=CN(C1)C)C)(C)O